1-{4-[1-((S)-sec-butyl)-7-(2-methoxy-1-quinolin-3-yl-ethylamino)-1H-pyrazolo[4,3-d]pyrimidin-5-yl]-piperazin-1-yl}-ethanone [C@H](C)(CC)N1N=CC=2N=C(N=C(C21)NC(COC)C=2C=NC1=CC=CC=C1C2)N2CCN(CC2)C(C)=O